The molecule is a 3-oxo-fatty acyl-CoA(4-) arising from deprotonation of the phosphate and diphosphate functions of (8Z,11Z,14Z,17Z,20Z,23Z)-3-oxohexacosahexaenoyl-CoA. It is a 3-oxo-fatty acyl-CoA(4-) and a very long-chain 3-oxoacyl-CoA(4-). It is a conjugate base of an (8Z,11Z,14Z,17Z,20Z,23Z)-3-oxohexacosahexaenoyl-CoA. CC/C=C\\C/C=C\\C/C=C\\C/C=C\\C/C=C\\C/C=C\\CCCCC(=O)CC(=O)SCCNC(=O)CCNC(=O)[C@@H](C(C)(C)COP(=O)([O-])OP(=O)([O-])OC[C@@H]1[C@H]([C@H]([C@@H](O1)N2C=NC3=C(N=CN=C32)N)O)OP(=O)([O-])[O-])O